NC1=C(C=CC(=C1)[N+](=O)[O-])NCCO 1-amino-2-[(2-hydroxyethyl)amino]-5-nitrobenzene